O.Cl.N[C@@H](CC1=CNC=N1)C(=O)O L-histidine monohydrochloride mono-hydrate